3-(6-((5-methylthiazol-2-yl)amino)-4-(morpholinomethyl)pyridin-2-yl)phenylacrylamide CC1=CN=C(S1)NC1=CC(=CC(=N1)C=1C=C(C=CC1)C(C(=O)N)=C)CN1CCOCC1